2-bromo-1-[(5-chloro-3-fluoro-2-pyridyl)methyl]imidazole-4-carbaldehyde BrC=1N(C=C(N1)C=O)CC1=NC=C(C=C1F)Cl